C(CCC\C=C/C\C=C/C\C=C/C\C=C/CCCCC)(=O)O[Si](C)(C)C Arachidonic acid, trimethylsilyl ester